(R)-4-methoxy-2-methyl-6-(4-((3-(4-methyl-1-oxo-1,3-dihydroisobenzofuran-5-yl)piperazin-1-yl)methyl)-2H-1,2,3-triazol-2-yl)nicotinonitrile COC1=CC(=NC(=C1C#N)C)N1N=CC(=N1)CN1C[C@H](NCC1)C=1C(=C2COC(C2=CC1)=O)C